2-((tert-butoxycarbonyl)amino)-2-(3-(trifluoromethyl)phenyl)propanoic acid C(C)(C)(C)OC(=O)NC(C(=O)O)(C)C1=CC(=CC=C1)C(F)(F)F